C(C1=CC=CC=C1)OCC12C(C(C1)(C2)C2CC(CCC2)=O)B2OC(C(O2)(C)C)(C)C 3-(3-((benzyloxy)methyl)-2-(4,4,5,5-tetramethyl-1,3,2-dioxaborolan-2-yl)bicyclo[1.1.1]pentan-1-yl)cyclohexan-1-one